N1(CCC1)C=1C=C2OC3=CC(C=CC3=C(C2=CC1)C1=C(C=CC=C1)C)=[N+]1CCC1 1-(6-(azetidin-1-yl)-9-(o-tolyl)-3H-xanthen-3-ylidene)azetidin-1-ium